ClC=1C=C(C=CC1F)N(C(=O)[C@H]1N(C(C(C1)=C)=O)C1=NC(=CC(=C1)C(F)(F)F)C)C (2S)-N-(3-chloro-4-fluoro-phenyl)-N-methyl-4-methylene-1-[6-methyl-4-(trifluoromethyl)-2-pyridyl]-5-oxopyrrolidine-2-carboxamide